(S)-tert-butyl 4-(2-(4-chlorobenzyl)-4,4-difluoropyrrolidin-1-yl)piperidine-1-carboxylate ClC1=CC=C(C[C@@H]2N(CC(C2)(F)F)C2CCN(CC2)C(=O)OC(C)(C)C)C=C1